(S)-N-((R or S)-(3-chloro-4-fluorophenyl)(5-fluoro-6-(2,2,2-trifluoroethoxy)pyridin-2-yl)methyl)-2-oxooxazolidine-5-carboxamide ClC=1C=C(C=CC1F)[C@@H](NC(=O)[C@@H]1CNC(O1)=O)C1=NC(=C(C=C1)F)OCC(F)(F)F |o1:8|